COC1=CC(=CC2=C1OC(CO2)C=2N=C(OC2)C)CN2C=NC=1C2=NC=C(C1)C#CC(C)(N)C 4-(3-((8-methoxy-2-(2-methyloxazol-4-yl)-2,3-dihydrobenzo[b][1,4]dioxin-6-yl)methyl)-3H-imidazo[4,5-b]pyridin-6-yl)-2-methylbut-3-yn-2-amine